benzylpyridinium ammonium acetate C(C)(=O)[O-].[NH4+].C(C1=CC=CC=C1)[N+]1=CC=CC=C1.C(C)(=O)[O-]